[Na+].O=C(C(=O)[O-])C(C)C alpha-ketoisovalerate sodium salt